3,4-dimethyl-1,1'-biphenyl CC=1C=C(C=CC1C)C1=CC=CC=C1